2-methoxy-ethyl (E)-4-{tert-butoxycarbonyl-[4-(3-chloro-10,11-dihydro-dibenzo[b,f]azepin-5-yl)-butyl]-amino}-but-2-enoate C(C)(C)(C)OC(=O)N(C/C=C/C(=O)OCCOC)CCCCN1C2=C(CCC3=C1C=CC=C3)C=CC(=C2)Cl